5,5'-Dichloro-1H,1'H-2,3'-biindole ClC=1C=C2C=C(NC2=CC1)C1=CNC2=CC=C(C=C12)Cl